5-(8-((1S,2R)-2-isopropylcyclopropyl)imidazo[1,2-b]pyridazine-6-yl)pyrimidine-2,4(1H,3H)-dione C(C)(C)[C@@H]1[C@H](C1)C=1C=2N(N=C(C1)C=1C(NC(NC1)=O)=O)C=CN2